7-amino-4-[3-(thiophen-2-yl)-1H-indazol-5-yl]-2-{2-[5-(trifluoromethyl)pyridin-2-yl]prop-2-en-1-yl}-2,3-dihydro-1H-isoindol-1-one NC=1C=CC(=C2CN(C(C12)=O)CC(=C)C1=NC=C(C=C1)C(F)(F)F)C=1C=C2C(=NNC2=CC1)C=1SC=CC1